FC(C1=CC=C(C=NNC2=NC(=NC(=N2)N2CCOCC2)N2CCOCC2)C=C1)(F)F 4,4'-(6-(2-(4-(trifluoromethyl)benzylidene)hydrazinyl)-1,3,5-triazine-2,4-diyl)dimorpholine